1-phenyl-3-(4-cyanophenyl)-3,4-dihydro-1H-benzopyrano[4,3-d]pyrimidin-5(2H)-one C1(=CC=CC=C1)N1CN(CC2=C1C1=C(OC2=O)C=CC=C1)C1=CC=C(C=C1)C#N